3-(4-amino-9-(2-((1R,3S,5R)-3-((6-bromopyridin-2-yl)carbamoyl)-5-methyl-2-azabicyclo[3.1.0]hex-2-yl)-2-oxoethyl)-9H-pyrimido[4,5-b]indol-6-yl)propionic acid NC1=NC=NC=2N(C3=CC=C(C=C3C21)CCC(=O)O)CC(=O)N2[C@@H]1C[C@@]1(C[C@H]2C(NC2=NC(=CC=C2)Br)=O)C